Pyrazolo[4,3-b]Pyridin-7-yl triflate O(S(=O)(=O)C(F)(F)F)C1=C2C(=NC=C1)C=NN2